ClC12CC(C1)(C2)NC(=O)C=2C=CC(=NC2)C=2N=NN(C2NC(O[C@H](C)C=2C(=NC=CC2)F)=O)C (R)-1-(2-fluoropyridin-3-yl)ethyl (4-(5-((3-chlorobicyclo[1.1.1]pentan-1-yl)carbamoyl)pyridin-2-yl)-1-methyl-1H-1,2,3-triazol-5-yl)carbamate